ClC1=C(C=C(C=C1)C=1C=C2CCC(C(C2=CC1)NC(O[C@@H]1CN2CCC1CC2)=O)(C)C)OC (S)-quinuclidin-3-yl (6-(4-chloro-3-methoxyphenyl)-2,2-dimethyl-1,2,3,4-tetrahydronaphthalen-1-yl)carbamate